14-chloro-4,6,8,10,12-pentamethylpentadecyl benzyloxymethyl ether C(C1=CC=CC=C1)OCOCCCC(CC(CC(CC(CC(CC(C)Cl)C)C)C)C)C